lithium trimethylsilane lithium [Li].C[SiH](C)C.[Li]